N-(2-((R)-4-Cyanothiazolidin-3-yl)-2-oxoethyl)-6-((R)-7-methyl-1,4-oxazepan-4-yl)-quinoline-4-carboxamide C(#N)[C@H]1N(CSC1)C(CNC(=O)C1=CC=NC2=CC=C(C=C12)N1CCO[C@@H](CC1)C)=O